C(C1CO1)OCCC[Si](OCC)(OCC)OCC 3-glycidyloxy-propyltriethoxysilane